C(C)N([C@@]1(CN(CCC1)C1=CC(=C(C(=C1)F)S(=O)(=O)NC1=NC=NC=C1)F)CCC1=CC(=CC=C1)C(F)(F)F)C (S)-4-(3-(Ethyl(methyl)amino)-3-(3-(trifluoromethyl)phenethyl)piperidin-1-yl)-2,6-difluoro-N-(pyrimidin-4-yl)benzenesulfonamide